N-(4-(4-Amino-4-ethylpiperidin-1-yl)phenyl)-4-(1-ethyl-3-(pyridin-3-yl)-1H-pyrazol-4-yl)pyrimidin-2-amine NC1(CCN(CC1)C1=CC=C(C=C1)NC1=NC=CC(=N1)C=1C(=NN(C1)CC)C=1C=NC=CC1)CC